C(\C=C\CCCCCC)O trans-2-nonene-1-ol